CS(=O)(=O)C=1C=C(C=CC1)[C@@H](C)N |r| (±)-1-(3-(methylsulfonyl)phenyl)ethan-1-amine